(14S)-8-(3-hydroxy-1H-pyrazol-1-yl)-12,12-dimethyl-2λ6-thia-3,9,11,18,23-pentaazatetracyclo[17.3.1.111,14.05,10]tetracosa-1(22),5,7,9,19(23),20-hexaene-2,2,4-trione OC1=NN(C=C1)C1=CC=C2C(NS(C3=CC=CC(NCCC[C@H]4CC(N(C2=N1)C4)(C)C)=N3)(=O)=O)=O